1-(4-(2-hydroxy-3-(quinolin-5-yloxy)propyl)piperazin-1-yl)-2,2-diphenylethanone OC(CN1CCN(CC1)C(C(C1=CC=CC=C1)C1=CC=CC=C1)=O)COC1=C2C=CC=NC2=CC=C1